N-[4-[[3-[2-(1r,4r)-[(4-Aminocyclohexyl)amino]pyrimidin-4-yl]-4-pyridyl]oxy]-3-fluorophenyl]2-ethylbenzenesulfonamide NC1CCC(CC1)NC1=NC=CC(=N1)C=1C=NC=CC1OC1=C(C=C(C=C1)NS(=O)(=O)C1=C(C=CC=C1)CC)F